FC=1C=CC(=NC1)C1=NN2C(COC(C2)(C)C)=C1C1=C2C(=NC=C1)N(N=C2)COCC[Si](C)(C)C 2-(5-fluoropyridin-2-yl)-6,6-dimethyl-3-(1-((2-(trimethylsilyl)ethoxy)methyl)-1H-pyrazolo[3,4-b]pyridin-4-yl)-6,7-dihydro-4H-pyrazolo[5,1-c][1,4]oxazine